1-(benzo[d]thiazol-6-yl)ethan-1-ol methyl-(Z)-4-(N'-hydroxycarbamimidoyl)-6-(2,2,2-trifluoroethoxy)picolinate CC=1C(=NC(=CC1/C(/N)=N/O)OCC(F)(F)F)C(=O)OC(C)C1=CC2=C(N=CS2)C=C1